CC=1N(C(=CC1)C)C1=NN2C(C(=C(C=C2)C2=NC(=CC=C2)C=2C=NN(C2)C(C)C2=CC=C(C=C2)F)OC)=N1 2-(2,5-dimethyl-1H-pyrrol-1-yl)-7-(6-(1-(1-(4-fluorophenyl)ethyl)-1H-pyrazol-4-yl)-pyridin-2-yl)-8-methoxy-[1,2,4]triazolo[1,5-a]pyridine